FC1=CC=C2[C@@H]([C@H](COC2=C1)N1C[C@@H](CC1)OC)NC=1C2=C(N=CN1)NC(=C2)C(F)(F)F N-((3R,4S)-7-fluoro-3-((R)-3-methoxypyrrolidin-1-yl)chroman-4-yl)-6-(trifluoromethyl)-7H-pyrrolo[2,3-d]pyrimidin-4-amine